methoxy-5,7-dihydroxyflavone COC1=C(OC2=CC(=CC(=C2C1=O)O)O)C1=CC=CC=C1